O1C(OCC1)CCCCS(=O)(=O)C#C[C@@H](C)NC(OC(C)(C)C)=O tert-Butyl (R)-(4-((4-(1,3-dioxolan-2-yl)butyl)sulfonyl)but-3-yn-2-yl)carbamate